BrC=1C=C2C=C(C(=NC2=CC1)OC)C(C(CCN(C)C)(O)C1=CC(=NC(=C1)OC)OC)C1=CC=CC=2OCCOC21 1-(6-bromo-2-methoxyquinolin-3-yl)-1-(2,3-dihydrobenzo[b][1,4]dioxin-5-yl)-2-(2,6-dimethoxypyridin-4-yl)-4-(dimethylamino)butan-2-ol